N-[4-(4-amino-7-piperidin-4-ylpyrrolo[2,1-f][1,2,4]triazin-5-yl)phenyl]-6-methyl-5-(1-methyl-1H-pyrazol-4-yl)-2-oxo-1-phenyl-1,2-dihydropyridine-3-carboxamide NC1=NC=NN2C1=C(C=C2C2CCNCC2)C2=CC=C(C=C2)NC(=O)C=2C(N(C(=C(C2)C=2C=NN(C2)C)C)C2=CC=CC=C2)=O